[Si](C1=CC=CC=C1)(C1=CC=CC=C1)(C(C)(C)C)OCC1=CN=C(O1)CO (5-(((tert-butyldiphenylsilyl)oxy)methyl)oxazol-2-yl)methanol